C(CCCCC)C(C(=O)OCCCCCC(CCCCCSCC(CCCCCC)OC(CCCCCCC)=O)=O)CCCCCCCC 11-((2-(Octanoyloxy)octyl)thio)-6-oxoundecyl 2-hexyldecanoate